[2-(Benzylsulfanyl)pyridin-4-yl]methanol C(C1=CC=CC=C1)SC1=NC=CC(=C1)CO